C(C1=CC=CC=C1)SC1=CC(=C(NC=2N=CC3=C(N2)N(C(C(=C3)C(F)F)=O)C3CCCC32CC2)C=C1)C 2-(4-benzylsulfanyl-2-methyl-anilino)-6-(difluoromethyl)-8-spiro[2.4]heptan-7-yl-pyrido[2,3-d]pyrimidin-7-one